(-)-(3R)-3,7-DIMETHYL-1,6-OCTADIEN-3-OL C[C@](C=C)(CCC=C(C)C)O